CC(CC(C=1N=NNN1)NC=1C=NC2=CC=CC=C2C1)(C)C [3,3-dimethyl-1-(2H-tetraazol-5-yl)butyl]-3-quinolylamine